NC[C@@H]1CCOC2=C1C=CC(=C2)N(C2=CC=CC=C2)CC (4R)-4-(aminomethyl)-N-ethyl-N-phenyl-3,4-dihydro-2H-1-benzopyran-7-amine